Cl.C12CN(CC(O1)C2)C2=NNC1=C2C=NC(=C1)NC=O N-(3-(6-oxa-3-azabicyclo[3.1.1]heptan-3-yl)-1H-pyrazolo[4,3-c]pyridin-6-yl)formamide hydrochloride